C(\C=C\C#C)O (E)-pent-2-en-4-yn-1-ol